1-hydroxy-6,6-dimethyl-2-heptene OCC=CCCC(C)(C)C